C1(OCCCCO1)=O 1,4-butylene carbonate